Cl.FC=1C=C2CCN(C(C2=C(C1)F)C)C(=O)[C@H]1CNCCO1 (6,8-difluoro-1-methyl-3,4-dihydroisoquinolin-2(1H)-yl)((R)-morpholin-2-yl)methanone hydrochloride salt